[O-]CC.C(C)(C)[Al+]C(C)C Diisopropylaluminium ethoxid